ClC1=C2C(NC=NC2=CC=C1SC=1N=CC(=NC1)N1CCC2(CC1)[C@H](C1=C(N=CS1)C2)NC(OC(C)(C)C)=O)=O tert-Butyl (R)-(1'-(5-((5-chloro-4-oxo-3,4-dihydroquinazolin-6-yl)thio)pyrazin-2-yl)-4,6-dihydrospiro[cyclopenta[d]thiazole-5,4'-piperidine]-6-yl)carbamate